((4-cyano-3-ethoxyphenoxy)methyl)-1-((2,4-dichlorophenyl)sulfonyl)azetidine-3-carboxylic acid C(#N)C1=C(C=C(OCC2N(CC2C(=O)O)S(=O)(=O)C2=C(C=C(C=C2)Cl)Cl)C=C1)OCC